3-pyridin-4-yl-3-[5-(7H-pyrrolo[2,3-d]pyrimidin-4-yl)-1,3-thiazol-2-yl]propanenitrile N1=CC=C(C=C1)C(CC#N)C=1SC(=CN1)C=1C2=C(N=CN1)NC=C2